Triethyl-(pentyl)silane C(C)[Si](CCCCC)(CC)CC